(2,6,7-trimethyl-1H-indol-3-yl)-acetic acid CC=1NC2=C(C(=CC=C2C1CC(=O)O)C)C